N,N-dibutyl-N'-phenyl-urea C(CCC)N(C(=O)NC1=CC=CC=C1)CCCC